(1R,2S,5S)-3-(2-(3-acetyl-5-(2-(hydroxymethyl)pyrimidin-5-yl)-7-methyl-1H-indazol-1-yl)acetyl)-N-(6-bromo-4-methoxypyridin-2-yl)-3-azabicyclo[3.1.0]hexane-2-carboxamide C(C)(=O)C1=NN(C2=C(C=C(C=C12)C=1C=NC(=NC1)CO)C)CC(=O)N1[C@@H]([C@@H]2C[C@@H]2C1)C(=O)NC1=NC(=CC(=C1)OC)Br